4-Amino-8-(2,6-difluorophenyl)-2-oxo-N-propyl-1H-quinoline-3-carboxamide NC1=C(C(NC2=C(C=CC=C12)C1=C(C=CC=C1F)F)=O)C(=O)NCCC